N-(3-(4-(1H-indol-5-yl)phenyl)propyl)-2-methylnicotinamide N1C=CC2=CC(=CC=C12)C1=CC=C(C=C1)CCCNC(C1=C(N=CC=C1)C)=O